OCCN1C[C@@H](CCC1)NC1=NN=C(C=2N1C=CC2)C2=C(C=C(C=C2)C)O 2-(4-{[(3R)-1-(2-hydroxyethyl)piperidin-3-yl]amino}pyrrolo[1,2-d][1,2,4]triazin-1-yl)-5-methylphenol